CN1CCN(CC1)NC1=C(C=C(C=C1)S(=O)(=O)N)[N+](=O)[O-] 4-(4-methylpiperazin-1-ylamino)-3-nitrobenzenesulfonamide